FC=1C=2N(C=CC1)N=C(C2)C2N(CCC1=C2N=CN1)C1=NC=C(C=N1)C(=O)O 2-[4-(4-fluoropyrazolo[1,5-a]pyridin-2-yl)-1,4,6,7-tetrahydroimidazo[4,5-c]pyridin-5-yl]pyrimidine-5-carboxylic acid